FC(OC1=CC=CC=2C(N([C@H]3C(=C([C@@H](C21)C3)C#N)O)C)=O)F (3R,6R)-7-(difluoromethoxy)-4-hydroxy-2-methyl-1-oxo-1,2,3,6-tetrahydro-3,6-methanobenzo[c]azocine-5-carbonitrile